propane-1,3-diol hydrochloride Cl.C(CCO)O